5-(2-(1H-indol-3-yl)ethyl)-2-propyl-6-((tetrahydro-2H-pyran-4-yl)methyl)-5,6,7,8-tetrahydro-[1,3]dioxolo[4,5-g]isoquinoline N1C=C(C2=CC=CC=C12)CCC1N(CCC=2C=C3C(=CC12)OC(O3)CCC)CC3CCOCC3